methyl 2-(7-chloroimidazo[1,5-a]pyridin-1-yl)acetate ClC1=CC=2N(C=C1)C=NC2CC(=O)OC